CC(C)(CCCCCCCCCCCCCCCC)C1=NOC(N1)=O 3-(2-methyloctadecan-2-yl)-1,2,4-oxadiazol-5(4H)-one